C1(=CC=CC=C1)N1C=CC2=CC=C(C=C12)C(=O)O 1-phenyl-1H-indole-6-carboxylic acid